CC=1C(=NC(=CC1)OC)C(=O)N1CCNCC1 methyl-[piperazin-1-yl](6-methoxypyridin-2-yl)methanone